CC1CN(CCN1C)CC1=CC=C(C=C1)[N+](=O)[O-] 3,4-dimethyl-1-(4-nitrobenzyl)piperazin